5-(1'-phenylethansulfonyl)isophthalic acid C1(=CC=CC=C1)C(C)S(=O)(=O)C=1C=C(C=C(C(=O)O)C1)C(=O)O